beryllium 2,4-pentanedione salt CC(CC(C)=O)=O.[Be]